furo[2,3-c]pyrrol O1C=CC=2C1=CNC2